O1C(=CC2=C1C=CC=C2)C=2C=C1C=CC=C(C1=CC2)N 6-(2-benzofuranyl)-naphthylamine